C(C=C)N1C(N(C(N(C1=O)CC=C)=O)CC=C)=O 1,3,5-triallyl-1,3,5-triazin-2,4,6-Trione